N-{cis-3-[methyl-(7H-pyrrolo[2,3-d]pyrimidin-4-yl)amino]cyclobutyl}propane-1-sulfonamide CN([C@H]1C[C@H](C1)NS(=O)(=O)CCC)C=1C2=C(N=CN1)NC=C2